NC1=NC=CC=C1C1=NC=2C(=NC(=CC2)N2N=CC=C2)N1C=1C=C2CC[C@@H](C2=CC1)NC1CCN(CC1)C(C=C(C)C)=O 1-(4-{[(1S)-5-[2-(2-aminopyridin-3-yl)-5-(pyrazol-1-yl)imidazo[4,5-b]pyridin-3-yl]-2,3-dihydro-1H-inden-1-yl]amino}piperidin-1-yl)-3-methylbut-2-en-1-one